5-Bromo-3-(pyridin-3-yl)-1H-pyrrolo[2,3-b]pyridine-1-carboxylate BrC=1C=C2C(=NC1)N(C=C2C=2C=NC=CC2)C(=O)[O-]